S(=O)(=O)(O)C(C(=O)OCC(CCCCC)CCC)CC(=O)OCC(CCCCC)CCC di(2-propyl heptyl) sulfosuccinate